(S)-N-(4-(4-amino-7-(1-(tetrahydro-2H-pyran-4-yl)-1H-pyrazol-4-yl)furo[3,2-c]pyridin-3-yl)-2-(1-(4-fluoro-phenyl)eth-oxy)phenyl)-1,1-difluoro-methanesulfonamide NC1=NC=C(C2=C1C(=CO2)C2=CC(=C(C=C2)NS(=O)(=O)C(F)F)O[C@@H](C)C2=CC=C(C=C2)F)C=2C=NN(C2)C2CCOCC2